ClC1=CC(=C2CNCC2=C1)C=1NC=CC1 (S)-2-(6-chloroisoindolin-4-yl)pyrrole